O=C1NC(CC[C@@H]1C1=CC=C(C=C1)N1CCC(CC1)CN1CCC(CC1)N(C(=O)C1(CCN(CC1)C1=CN=NC(=C1)C1=C(C=CC=C1)O)C1=CC=CC=C1)CC)=O N-{1-[(1-{4-[(3R)-2,6-DIOXOPIPERIDIN-3-YL]PHENYL}PIPERIDIN-4-YL)METHYL]PIPERIDIN-4-YL}-N-ETHYL-1-[6-(2-HYDROXYPHENYL)PYRIDAZIN-4-YL]-4-PHENYLPIPERIDINE-4-CARBOXAMIDE